CN(C=1C2=C(N=CN1)NC(=C2)C2=CC=C(C=C2)O)CC2CCOCC2 4-(4-(Methyl((tetrahydro-2H-pyran-4-yl)methyl)amino)-7H-pyrrolo[2,3-d]pyrimidin-6-yl)phenol